creatine-HCl Cl.O=C(O)CN(C)C(N)=N